COC=1C(=C2C=CNC2=C(C1)C)CN1C(CN(CC1)CCC(F)(F)F)C1=CC(=C(C=C1)C(=O)OC)NC 5-methoxy-4-((2-(4-(methoxycarbonyl)-3-(methylamino)phenyl)-4-(3,3,3-trifluoropropyl)piperazin-1-yl)methyl)-7-methyl-1H-indole